2,6-dihydroxy-5'-methyl-4-pentyl-N-(4-(trifluoromethyl)phenyl)-1',2',3',4'-tetrahydro-[1,1'-biphenyl]-3-carboxamide OC1=C(C(=CC(=C1C(=O)NC1=CC=C(C=C1)C(F)(F)F)CCCCC)O)C1CCCC(=C1)C